[Cl-].C(CCCCCCCCCCCCCCC)[N+](CC1=CC=C(C=C1)NC(C=CC(=O)O)=O)(C)C hexadecyl-dimethyl-(p-3-carboxyacrylamidobenzyl)ammonium chloride